IC1=C(C2=C(N=CN=C2N)N1C(C)C1=NOC(=N1)COC)C1=CC=C(C=C1)OC1=CC=CC=C1 6-iodo-7-{1-[5-(methoxymethyl)-1,2,4-oxadiazol-3-yl]ethyl}-5-(4-phenoxyphenyl)-7H-pyrrolo[2,3-d]pyrimidin-4-amine